NC=1C=C(C(=C2CCC(C(C12)=O)(C)NC(C)=O)C)F N-(8-amino-6-fluoro-2,5-dimethyl-1-oxo-1,2,3,4-tetrahydronaphthalen-2-yl)acetamide